(S)-N,N-dibenzyl-8-bromo-4'-((4-methoxybenzyl)oxy)-2'-(methylthio)-3,4,5',8'-tetrahydro-2H-spiro[naphthalene-1,7'-pyrano[4,3-d]pyrimidin]-7-amine Sodium 2-methylbutan-2-olate CC(C)(CC)[O-].[Na+].C(C1=CC=CC=C1)N(C1=CC=C2CCC[C@]3(CC=4N=C(N=C(C4CO3)OCC3=CC=C(C=C3)OC)SC)C2=C1Br)CC1=CC=CC=C1